FCCCN1C[C@H](CC1)OC1=CC=C(C=C1)C1=C(CCSC2=C1C=CC(=C2)O)C2=CC=C(C=C2)S(=O)(=O)C 5-[4-[(3S)-1-(3-Fluoropropyl)pyrrolidin-3-yl]oxyphenyl]-4-(4-methylsulfonylphenyl)-2,3-dihydro-1-benzothiepin-8-ol